N-(4-((4-(5-methoxypyridin-2-yl)-4-phenethylpiperidin-1-yl)methyl)phenyl)acetamide COC=1C=CC(=NC1)C1(CCN(CC1)CC1=CC=C(C=C1)NC(C)=O)CCC1=CC=CC=C1